C(CC(O)(C(=O)OCC(C)(C)C)CC(=O)OCC(C)(C)C)(=O)OCC(C)(C)C tri(2,2-dimethyl-1-propyl) citrate